potassium bis(1-triazolyl) borate B(ON1N=NC=C1)(ON1N=NC=C1)[O-].[K+]